OC1(CCC(CC1)NC(O[C@@H]1C[C@@H](CC1)C1=CC(=NN1)NC(CC1=CC=C(C=C1)F)=O)=O)C (1S,3R)-3-(3-{[(4-fluoro-phenyl)acetyl]amino}-1H-pyrazol-5-yl)cyclopentyl (trans-4-hydroxy-4-meth-ylcyclohexyl)carbamate